C(CCCCCCC\C=C/CCCCCCCC)(=O)OCC ethyl oleate